5-(cyclopropyl(methylamino)methyl)-N'-((1,2,3,5,6,7-hexahydro-s-indacen-4-yl)carbamoyl)thiophene-2-sulfonimidamide C1(CC1)C(C1=CC=C(S1)S(=O)(N)=NC(NC1=C2CCCC2=CC=2CCCC12)=O)NC